ClC1=C(C=CC=C1)S(=O)(=O)NC1=NC(=C(C=C1F)C=1C=C2C=NC(=NC2=C(C1)C)NC1CCC(CC1)N(C)C)OC 2-chloro-N-(5-(2-(((1r,4r)-4-(dimethylamino)cyclohexyl)amino)-8-methylquinazolin-6-yl)-3-fluoro-6-methoxypyridin-2-yl)benzenesulfonamide